4-(4-benzyl-1-[[4-(2-methylpropyloxy)phenyl]methyl]pyrazol-3-yl)piperidine C(C1=CC=CC=C1)C=1C(=NN(C1)CC1=CC=C(C=C1)OCC(C)C)C1CCNCC1